O=C1NC2(C(N1C1CCC(CC1)C(F)(F)F)=O)CCCN(CC2)C(=O)OC(C)(C)C tert-butyl 2,4-dioxo-3-[4-(trifluoromethyl) cyclohexyl]-1,3,9-triazaspiro[4.6]undecane-9-carboxylate